Cl.C[C@@H]1N(CCNC1)C1=NC=C(N=C1)C(F)(F)F (S)-2-(2-methylpiperazin-1-yl)-5-(trifluoromethyl)pyrazine hydrochloride